N-(6-(1-methyl-5-(piperidin-1-ylmethyl)-1H-pyrazol-4-yl)isoquinolin-3-yl)-2-(4-methylpiperazin-1-yl)acetamide CN1N=CC(=C1CN1CCCCC1)C=1C=C2C=C(N=CC2=CC1)NC(CN1CCN(CC1)C)=O